C(=O)(O)CCN1C(C(C2=CC=CC=C12)(C)C)C 1-(2-carboxyethyl)-2,3,3-trimethylindoline